methyl 2-(7-chlorobenzo[d]isoxazol-3-yl)-2-methylpropanoate ClC1=CC=CC=2C(=NOC21)C(C(=O)OC)(C)C